CO[C@H]1CN(CC1)C=1SC2=C(N=C(N=C2O)O)N1 2-[(3R)-3-methoxypyrrolidin-1-yl]thiazolo[4,5-d]pyrimidine-5,7-diol